C1(=CC=CC=C1)C1=CC=C(C(C=O)=C1)O 5-phenyl-salicylaldehyde